BrC1=C2C(=C3CCNC3=C1)CN(C2(O)C2=C(C=CC(=C2)F)Cl)CC2=CC=C(C=C2)OC 4-Bromo-3-(2-chloro-5-fluorophenyl)-3-hydroxy-2-(4-methoxybenzyl)-3,6,7,8-tetrahydropyrrolo[3,4-e]indole